CN(C)[Si](C(C=C)=C)(N(C)C)N(C)C tris(dimethylamino)(1-methylene-2-propenyl)silane